2-(2-hydroxynaphthalen-1-yl)-4(s)-ethylimidazole OC1=C(C2=CC=CC=C2C=C1)C=1NC=C(N1)CC